3-(4-((3-fluoro-5-(1H-pyrazol-3-yl)pyridin-2-yloxy)phenyl)-1H-pyrazol-1-yl)propan-1-ol FC=1C(=NC=C(C1)C1=NNC=C1)OC1=C(C=CC=C1)C=1C=NN(C1)CCCO